FC=1C(=C2C(C(=CN(C2=NC1N1CC(C1)=O)C=1SC=CN1)C(=O)O)=O)C 6-fluoro-5-methyl-4-oxo-7-(3-oxo-azetidin-1-yl)-1-(1,3-thiazol-2-yl)-1,4-dihydro-1,8-naphthyridine-3-carboxylic acid